ClC=1N=C(C2=C(N1)CN(C2)C(=O)OC(C)(C)C)C2=CC=CC=C2 tert-butyl 2-chloro-4-phenyl-5H-pyrrolo[3,4-d]pyrimidine-6(7H)-carboxylate